N[C@H](CCNC(N)=N)C(=O)O D-norarginine